3-(4-(carboxymethyl)phenoxy)benzoic acid C(=O)(O)CC1=CC=C(OC=2C=C(C(=O)O)C=CC2)C=C1